C(#N)C=1C=CC=C2NC[C@@H](NC12)[C@@H](C1=CC=CC=C1)NCCC1=CC=C(C=C1)[C@H](C(=O)O)COC |o1:28| (S or R)-2-(4-(2-(((R)-((R)-8-cyano-1,2,3,4-tetrahydroquinoxalin-2-yl)(phenyl)methyl)amino)ethyl)phenyl)-3-methoxypropanoic acid